N~1~-[2-(5,5-Difluoro-1,3,4,5-tetrahydro-2H-2-benzazepin-2-yl)-6-methylquinolin-4-yl]propane-1,2-diamine FC1(CCN(CC2=C1C=CC=C2)C2=NC1=CC=C(C=C1C(=C2)NCC(C)N)C)F